OC1(CC1)C=1NC(=NN1)C1CC2(CN(C2)C(=O)N2CC3(CN(C3)S(=O)(=O)C3=C(C=CC=C3)C(F)(F)F)C2)C1 [6-[5-(1-hydroxycyclopropyl)-4H-1,2,4-triazol-3-yl]-2-azaspiro[3.3]heptan-2-yl]-[2-[2-(trifluoromethyl)phenyl]sulfonyl-2,6-diazaspiro[3.3]heptan-6-yl]methanone